2-Chloro-5-[3,6-dihydro-2,6-dioxo-4-(trifluoromethyl)-1(2H)-pyrimidinyl]-4-fluoro-N-[[methyl(1-methylethyl)amino]sulfonyl]benzamide ClC1=C(C(=O)NS(=O)(=O)N(C(C)C)C)C=C(C(=C1)F)N1C(NC(=CC1=O)C(F)(F)F)=O